4,5,6,7-tetrahydro-2H-pyrazolo[4,3-c]pyridine N=1NC=C2CNCCC21